ClC=1C=C(C=C(C1)F)C1=NOC(C1)(C(=O)N[C@H]1C=C[C@H](C1)C(=O)OCCSC)C(F)(F)F 2-methylsulfanylethyl (1S,4R)-4-[[3-(3-chloro-5-fluorophenyl)-5-(trifluoromethyl)-4H-isoxazole-5-carbonyl]amino]cyclopent-2-ene-1-carboxylate